6,7-dimethyl-[1,2,5]Thiadiazolo[3,4-g]Quinoxaline CC1=NC2=CC=3C(C=C2N=C1C)=NSN3